FC=1C=CC(=C(C1)CCC1=CC(=C(C=C1)C(CC1=CC(=CC=C1)F)=O)F)O 1-(5-fluoro-2-hydroxyphenyl)-2-(3-fluoro-4-(2-(3-fluorophenyl)acetyl)phenyl)ethane